1-(1-(4-(1-Acetyl-1,2,3,6-tetrahydropyridin-4-yl)benzyl)-1H-indol-5-yl)-5-methyl-1H-pyrazol-3-carboxamid C(C)(=O)N1CCC(=CC1)C1=CC=C(CN2C=CC3=CC(=CC=C23)N2N=C(C=C2C)C(=O)N)C=C1